1-(1H-pyrazolo[3,4-b]pyrazin-5-yl)piperidin N1N=CC=2C1=NC=C(N2)N2CCCCC2